NC=1S[C@](C[C@@](N1)(C)C1=C(C=CC(=C1)\C=C(/F)\C1=NC=C(C=C1)Cl)F)(C(=O)OC)C (4S,6R)-Methyl 2-amino-4-(5-((Z)-2-(5-chloropyridin-2-yl)-2-fluorovinyl)-2-fluorophenyl)-4,6-dimethyl-5,6-dihydro-4H-1,3-thiazine-6-carboxylate